(7-fluoro-2,3-dihydro-1H-inden-4-yl)Magnesium FC=1C=CC(=C2CCCC12)[Mg]